5-(4-(4-Methylpiperazin-1-yl)phenyl)-3-(4-pentylphenyl)-1H-pyrazolo[3,4-b]pyridine CN1CCN(CC1)C1=CC=C(C=C1)C=1C=C2C(=NC1)NN=C2C2=CC=C(C=C2)CCCCC